(S)-pyrrolidin-3-yl (4-decylphenyl)carbamate Hydrochloride Cl.C(CCCCCCCCC)C1=CC=C(C=C1)NC(O[C@@H]1CNCC1)=O